[rac-(5S,7S)-7-fluoro-5-phenyl-6,7-dihydro-5H-pyrrolo[1,2-b][1,2,4]triazol-2-yl]-[3-(trifluoromethyl)azetidin-1-yl]methanone F[C@H]1C[C@H](N2N=C(N=C21)C(=O)N2CC(C2)C(F)(F)F)C2=CC=CC=C2 |r|